hexafluoro-propanesulfonate FC(C(C(S(=O)(=O)[O-])(F)F)(F)F)F